trans-1,2-bis(diphenylphosphino)ethane C1(=CC=CC=C1)P(CCP(C1=CC=CC=C1)C1=CC=CC=C1)C1=CC=CC=C1